FC([C@H]1CC[C@H](CC1)NC1CC2=CC=C(C=C2C1)NC(C=C)=O)(F)F N-(2-(((cis)-4-(trifluoromethyl)cyclohexyl)amino)-2,3-dihydro-1H-inden-5-yl)acrylamide